O1CCN(CC1)P(OC[C@H]1O[C@H]([C@@H]([C@H]1F)O)N1C2=NC=NC(=C2N=C1)N)(O)=O ((2R,3R,4S,5R)-5-(6-amino-9H-purin-9-yl)-3-fluoro-4-hydroxytetrahydrofuran-2-yl)methyl hydrogen morpholinophosphonate